N1C=CCC1 1,4-dihydropyrrole